[Ir].FC1=C(C=CC(=C1)F)C1=NC=CC=C1.FC1=C(C=CC(=C1)F)C1=NC=CC=C1.FC1=C(C=CC(=C1)F)C1=NC=CC=C1 tris[2-(2,4-difluorophenyl)pyridine] iridium